7-[(1-Cyanocyclopropyl)methoxy]-1-methyl-4-[4-methyl-4-(5-methyl-1,3-benzooxazol-2-yl)piperidin-1-yl]-2-oxo-1,2-dihydroquinoline-3-carbonitrile C(#N)C1(CC1)COC1=CC=C2C(=C(C(N(C2=C1)C)=O)C#N)N1CCC(CC1)(C=1OC2=C(N1)C=C(C=C2)C)C